N-(4-(hydroxymethyl)tetrahydro-2H-pyran-4-yl)-2-methyl-5-((4-methylpyridin-3-yl)-methoxy)benzofuran-3-carboxamide OCC1(CCOCC1)NC(=O)C1=C(OC2=C1C=C(C=C2)OCC=2C=NC=CC2C)C